(hept-6-en-1-yloxy)tris(prop-2-yl)silane C(CCCCC=C)O[Si](C(C)C)(C(C)C)C(C)C